C1(CC1)OC=1C=CC(=NC1)C1=NSC(=N1)NC1=NC=C(C(=O)NCC2CC2)C=C1 6-(3-(5-cyclopropoxypyridin-2-yl)-1,2,4-thiadiazol-5-ylamino)-N-(cyclopropyl-methyl)nicotinamide